The molecule is a dihydroxyflavanone that is pinocembrin substituted by a prenyl group at position 8. It has a role as a plant metabolite. It is a dihydroxyflavanone and a (2S)-flavan-4-one. It derives from a pinocembrin. CC(=CCC1=C2C(=C(C=C1O)O)C(=O)C[C@H](O2)C3=CC=CC=C3)C